(R)-2-cyclopropyl-N-methyl-1-(5-(trifluoromethyl)pyridin-2-yl)ethan-1-amine C1(CC1)C[C@@H](NC)C1=NC=C(C=C1)C(F)(F)F